Sulfur(IV) fluoride S(F)(F)(F)F